CC1CNCCC1C1=CC(=CC=C1)OCC(F)(F)F (racemic)-3-Methyl-4-(3-(trifluoroethoxy)phenyl)piperidine